N[C@](C(=O)OC(C)C)(CC(C)(C)C)C1=CC=C(C=C1)C#C isopropyl (R)-2-amino-2-(4-ethynylphenyl)-4,4-dimethylpentanoate